2-[6-[rac-(3aS,7aS)-6-methyl-3,3a,4,5,7,7a-hexahydro-2H-pyrrolo[2,3-c]pyridin-1-yl]pyridazin-3-yl]-3-methyl-5-(trifluoromethyl)phenol CN1C[C@@H]2[C@@H](CC1)CCN2C2=CC=C(N=N2)C2=C(C=C(C=C2C)C(F)(F)F)O |r|